COCCOC1=NC=NC(=C1)O[C@H]1CN[C@H](C1)C 4-(2-methoxyethoxy)-6-[(3R,5S)-5-methylpyrrolidin-3-yl]oxy-pyrimidine